COC1=CC=C(C=C1)CN1C=NC=C1[C@H]1[C@@H](C1)C(=O)O |r| (±)-trans-2-[3-[(4-methoxyphenyl)methyl]Imidazol-4-yl]Cyclopropanecarboxylic acid